C(=O)O.O1CCC12CCC(CC2)C2(N=CC1=C(N2)C(=CN=C1N)C(F)(F)F)N 2-((4R,7R)-1-oxaspiro[3.5]nonan-7-yl)-8-(trifluoromethyl)pyrido[4,3-d]pyrimidine-2,5-diamine formate